[Cl-].[Cl-].N1=C(C=CC=C1)C1=NC=CC=C1.[Ru+2] ruthenium bipyridine dichloride